CC1(CNC(C1)C)CN(C)C 1-(3,5-dimethylpyrrolidin-3-yl)-N,N-dimethyl-methanamine